Cl.C1(CCC1)N cyclobutan-1-amine hydrochloride